OC(CCCCCCC)(O)O dihydroxyoctanol